(S)-6-(6-Chloro-5-fluoro-2-oxo-1,2-dihydrospiro[benzo[d][1,3]oxazine-4,3'-pyrrolidin]-1'-yl)-N-(4-((2-oxopyridin-1(2H)-yl)methyl)benzyl)pyridazine-4-carboxamide ClC1=C(C2=C(NC(O[C@]23CN(CC3)C3=CC(=CN=N3)C(=O)NCC3=CC=C(C=C3)CN3C(C=CC=C3)=O)=O)C=C1)F